Bromo-3',4'-dihydrospiro[cyclopropane-1,2'-quinolizine]-6'(1'H)-one BrC1C2(CCN3C(C=CC=C13)=O)CC2